COC1=C(C=CC(=C1)NS(=O)(=O)C)N1N=C(C=2C=NC(=CC21)C=2C=NN1C2N=CC=C1)NC(=O)C1CN(CC1)C N-(1-(2-methoxy-4-(methylsulfonamido)phenyl)-6-(pyrazolo[1,5-a]pyrimidin-3-yl)-1H-pyrazolo[4,3-c]pyridin-3-yl)-1-methylpyrrolidine-3-carboxamide